6-(Methoxymethyl)nicotinonitrile COCC1=NC=C(C#N)C=C1